N1=C(C=CC=C1)CN1C=C(C2=CC=CC=C12)C(=O)O 1-(pyridine-2-ylmethyl)-1H-indole-3-carboxylic acid